CC1=C(C=CC=C1)NC1=C(C=CC=C1)C di(2-methylphenyl)amine